C(#CC)C1=NC(=CC=C1)C(F)(F)F 2-(prop-1-yn-1-yl)-6-(trifluoromethyl)pyridine